C(C)(C)(C)OC(=O)N1C[C@H](CCC1)NC1=NC=2N(C(=C1)N(CC1=CC=C(C=C1)C1=NC=CC=C1)C(=O)OC(C)(C)C)N=CC2C2CC2.C2(=CC=CC=C2)N2C(CNCC2)=O phenyl-piperazin-2-one tert-butyl-(S)-3-((7-((tert-butoxycarbonyl)(4-(pyridin-2-yl)benzyl)amino)-3-cyclopropylpyrazolo[1,5-a]pyrimidin-5-yl)amino)piperidine-1-carboxylate